COC(C1=CC=C(C=C1)[C@@H](C)N1CCC1)=O 4-[(1R)-1-(azetidin-1-yl)ethyl]benzoic acid methyl ester